phenyl-methyl-2-formyl-piperidine C1(=CC=CC=C1)C1(N(CCCC1)C)C=O